OCCC(C)NC=O (3-hydroxy-1-methylpropyl)formamide